FC1=CC(=C(CN2N=CC(=C2)C(=O)OCC)C=C1)C(F)(F)F ethyl 1-(4-fluoro-2-(trifluoromethyl)benzyl)-1H-pyrazole-4-carboxylate